1-(2-chloropyridin-4-yl)-3-(2-((3-(4-(2-(2,6-dioxopiperidin-3-yl)-1,3-dioxoisoindolin-4-yl)piperazine-1-carbonyl)phenyl)ethynyl)pyridin-4-yl)urea ClC1=NC=CC(=C1)NC(=O)NC1=CC(=NC=C1)C#CC1=CC(=CC=C1)C(=O)N1CCN(CC1)C1=C2C(N(C(C2=CC=C1)=O)C1C(NC(CC1)=O)=O)=O